C(CCCCCCCCC)(=O)O[C@@H](CC(=O)NC(CC(=O)[O-])C)CCCCCCCCCCC 3-{[(3R)-3-(decanoyloxy)tetradecanoyl]amino}butanoate